(S)-2-(1-acryloylpyrrolidin-2-yl)-1-(methylamino)-4-(4-((4-methylpyridin-2-yl)carbamoyl)phenyl)-1H-imidazole-5-carboxamide C(C=C)(=O)N1[C@@H](CCC1)C=1N(C(=C(N1)C1=CC=C(C=C1)C(NC1=NC=CC(=C1)C)=O)C(=O)N)NC